The molecule is a hydroxy fatty acyl-CoA that results from the formal condensation of the thiol group of coenzyme A with the carboxy group of 2-hydroxybutanoic acid. It is a hydroxy fatty acyl-CoA and a short-chain fatty acyl-CoA. It derives from a 2-hydroxybutyric acid. It is a conjugate acid of a 2-hydroxybutanoyl-CoA(4-). CCC(C(=O)SCCNC(=O)CCNC(=O)[C@@H](C(C)(C)COP(=O)(O)OP(=O)(O)OC[C@@H]1[C@H]([C@H]([C@@H](O1)N2C=NC3=C(N=CN=C32)N)O)OP(=O)(O)O)O)O